FC(C=1C=C(C=CC1)N1C=CC2=CC(=CC=C12)NC(C=C)=O)(F)F N-(1-(3-(trifluoromethyl)phenyl)-1H-indol-5-yl)acrylamide